1-(4-(1-(4-Methoxybenzyl)-4-(5-methyloxazol-2-yl)-2-oxo-2,3-dihydro-1H-benzo[b]azepin-8-yl)-1H-pyrazol-1-yl)cyclopropane-1-carboxamide COC1=CC=C(CN2C3=C(C=C(CC2=O)C=2OC(=CN2)C)C=CC(=C3)C=3C=NN(C3)C3(CC3)C(=O)N)C=C1